2,2-dimethyl-4-oxo-3,8,11,14,17-pentaoxa-5-azanonadecan-19-oic acid CC(C)(OC(NCCOCCOCCOCCOCC(=O)O)=O)C